C(CCCCCCCCCCCCCCCCCCCCC)[N-]CCC(N)(C)C behenyl-dimethyl-aminopropyl-amide